C(C)OC1=CC=2N(C=C1)C=C(N2)C2(CC2)OC 7-ethoxy-2-(1-methoxycyclopropyl)imidazo[1,2-a]pyridine